C(N)(=O)C1=CC(=C(C(=C1)[N+](=O)[O-])NCC=CC)OC 4-((4-carbamoyl-2-methoxy-6-nitrophenyl)amino)but-2-ene